FC1=CC=C(C=C1)C(N1C[C@@H](N(C[C@H]1C)C1=C(C(N(C2=CC=CC=C12)C)=O)C#N)C)C1=CC=C(C=C1)F 4-[(2S,5R)-4-[bis(4-fluorophenyl)methyl]-2,5-dimethylpiperazin-1-yl]-1-methyl-2-oxo-1,2-dihydroquinoline-3-carbonitrile